trans-3-Aminocyclopentanol hydrochloride Cl.N[C@@H]1C[C@H](CC1)O